fmoc-benzylamine C(=O)(OCC1C2=CC=CC=C2C2=CC=CC=C12)NCC1=CC=CC=C1